(S)-1-(2-(3-chlorobenzoyl)hydrazinecarbonyl)-N-(pyridin-3-yl)pyrrolidine-2-carboxamide ClC=1C=C(C(=O)NNC(=O)N2[C@@H](CCC2)C(=O)NC=2C=NC=CC2)C=CC1